CN(C1=C(C=CC=C1)C1(CC=CC=C1)CS(=O)(=O)N(C)C1=CC=C(C=C1)N1C2=C(NC(CC1=O)=O)C1=CC=CC=C1C=C2)C 1-(2-dimethylaminophenyl)-N-[4-(2,4-dioxo-1,2,3,4-tetrahydronaphtho[1,2-b][1,4]diazepin-5-yl)phenyl]phenyl-N-methylmethanesulfonamide